(S)-4-(3-bromo-2-((ethylamino)methyl)-4-fluorophenoxy)pentane-1-amine BrC=1C(=C(O[C@H](CCCN)C)C=CC1F)CNCC